3-Aminopropyl α-D-glucopyranosyl-(1→3)-[α-L-fucopyranosyl-(1→2)]-β-D-galactopyranosyl-(1→4)-2-acetamido-2-deoxy-β-D-glucopyranoside [C@H]1([C@H](O)[C@@H](O)[C@H](O)[C@H](O1)CO)O[C@@H]1[C@H]([C@@H](O[C@@H]([C@@H]1O)CO)O[C@H]1[C@@H]([C@H]([C@H](OCCCN)O[C@@H]1CO)NC(C)=O)O)O[C@H]1[C@@H](O)[C@H](O)[C@H](O)[C@@H](O1)C